ClC1=CC=C(C=C1)C1=C(CCNC1)CN1CCN(CC1)C1=CC(=C(C(=O)OC)C=C1)OC=1C=C2C(=NC1)NC=C2 methyl 4-[4-[[5-(4-chlorophenyl)-1,2,3,6-tetrahydropyridin-4-yl]methyl]piperazin-1-yl]-2-(1H-pyrrolo[2,3-b]pyridin-5-yloxy)benzoate